CCCCCCCCCC1=CC=C(C=C1)OCCO nonoxinol